O-[2-[[tert-butyloxycarbonyl]amino]ethyl]-N-[fluorenylmethoxycarbonyl]-L-tyrosine C(C)(C)(C)OC(=O)NCCOC1=CC=C(C[C@H](NC(=O)OCC2=CC=CC=3C4=CC=CC=C4CC23)C(=O)O)C=C1